Diiso-propylhexylsilyl acrylate C(C=C)(=O)O[Si](CCCCCC)(C(C)C)C(C)C